(6-bromopyridin-3-yl) (morpholinyl) ketone N1(CCOCC1)C(=O)C=1C=NC(=CC1)Br